3'-chloro-N3,N5-dimethyl-4'-((2R,3S,4S,5S,6R)-3,4,5-trihydroxy-6-(hydroxymethyl)tetrahydro-2H-pyran-2-yloxy)biphenyl-3,5-dicarboxamide ClC=1C=C(C=CC1O[C@H]1O[C@@H]([C@H]([C@@H]([C@@H]1O)O)O)CO)C1=CC(=CC(=C1)C(=O)NC)C(=O)NC